[Cl-].C[Si](=[Zr+](C1C(=CC2=CC=3CCCC3C=C12)C)C1C(=CC2=CC=CC=C12)C)C dimethylsilanediyl-(2-methyl-1H-inden-1-yl)(2-methyl-1,5,6,7-tetrahydro-s-indacen-1-yl)zirconium chloride